C(C=C)(=O)N1[C@H](CN(C[C@H]1C)C1=NC(N2C3=C(C=C(C=C13)C(F)(F)F)S(C[C@@H](C2)OC)C2=C(C=C(C=C2)F)F)=O)C (3R)-8-((3S,5R)-4-acryloyl-3,5-dimethylpiperazin-1-yl)-l-1-(2,4-difluorophenyl)-3-methoxy-10-(trifluoromethyl)-3,4-dihydro-2H,6H-[1,4]thiazepino[2,3,4-ij]quinazolin-6-one